FC=1C=CC(=C2C=CN=C(C12)N(C(C1=CC=C(C=C1)C=1N=NN(C1)C)=O)[C@H]1CNCCC1)OC (R)-N-(8-fluoro-5-methoxyisoquinolin-1-yl)-4-(1-methyl-1H-1,2,3-triazol-4-yl)-N-(piperidin-3-yl)benzamide